7-chloro-N-{3-fluorobicyclo[1.1.1]pentan-1-yl}-N-methyl-1H-pyrrolo[2,3-c]pyridine-2-carboxamide ClC=1N=CC=C2C1NC(=C2)C(=O)N(C)C21CC(C2)(C1)F